ClC=1C(=C(C=C2C=C(N=CC12)NC(=O)C1CC1)C=1C=NC=CC1C)C#N N-(8-chloro-7-cyano-6-(4-methylpyridin-3-yl)isoquinolin-3-yl)cyclopropanecarboxamide